(7R,13R)-7,13-dimethyl-8,14-dioxa-5,10,19,20,23-pentaazatetracyclo[13.5.2.12,6.018,21]tricosa-1(20),2,4,6(23),15,17,21-heptaen C[C@@H]1C=2N=CC=C(C3=NNC4=CC=C(O[C@@H](CCNCO1)C)C=C34)N2